C12=CCC(CC1)C2 norbornaneene